C1(CC1)C1=C(C(=NO1)C1=C(C=CC=C1Cl)Cl)COC12CCC(CC1)(CC2)C2=NC1=CC=CC=C1C=C2 2-(4-((5-Cyclopropyl-3-(2,6-dichlorophenyl)isoxazol-4-yl)methoxy)bicyclo[2.2.2]octan-1-yl)chinolin